threonine-d5 N([C@@]([C@](O)(C[2H])[2H])(C(=O)O)[2H])([2H])[2H]